(2R,3S,4S,5S)-Hexane-1,2,3,4,5,6-hexol C([C@H]([C@@H]([C@H]([C@H](CO)O)O)O)O)O